((((9H-fluoren-9-yl)methoxy)carbonyl)amino)-5-amino-5-oxopentanoic acid C1=CC=CC=2C3=CC=CC=C3C(C12)COC(=O)NC(C(=O)O)CCC(=O)N